FC1(CN(CC1)C1=C(C=C2CN(C(C2=C1)=O)C[C@H](C(C)(C)O)F)NC(=O)C=1C=NN2C1N=CC=C2)F (R)-N-(6-(3,3-difluoropyrrolidin-1-yl)-2-(2-fluoro-3-hydroxy-3-methylbutyl)-1-oxoisoindolin-5-yl)pyrazolo[1,5-a]pyrimidine-3-carboxamide